methyl 2-((4-chloro-2-formylphenyl) amino)-5-fluoro-4-(trifluoro-methyl)-benzoate ClC1=CC(=C(C=C1)NC1=C(C(=O)OC)C=C(C(=C1)C(F)(F)F)F)C=O